7-fluoro-4-isopropyl-2-((1R,2R)-2-methylcyclohexyl)isoquinolin-1(2H)-one FC1=CC=C2C(=CN(C(C2=C1)=O)[C@H]1[C@@H](CCCC1)C)C(C)C